N1-(2-fluoro-4-(4,4,5,5-tetramethyl-1,3,2-dioxaborolan-2-yl)phenyl)-N1,N2,N2-trimethylethane-1,2-diamine FC1=C(C=CC(=C1)B1OC(C(O1)(C)C)(C)C)N(CCN(C)C)C